C[C@@H](C#C)OC=1C=2N(C=NC1C=1C=NN(C1)C(C)OCC)N=C(N2)N[C@H]2[C@@H](CC2)C(F)(F)F 8-(((S)-but-3-yn-2-yl)oxy)-7-(1-(1-ethoxyethyl)-1H-pyrazol-4-yl)-N-(trans-2-(trifluoromethyl)cyclobutyl)-[1,2,4]triazolo[1,5-c]pyrimidin-2-amine